Pyrrolo[2,3-b]Pyridine-3-carboxylic acid N1C=C(C=2C1=NC=CC2)C(=O)O